BrC=1C=C2C(=CC=NC2=CC1)OC=1C=C(C(=O)NC)C=C(C1)OC 3-((6-Bromoquinolin-4-yl)oxy)-5-methoxy-N-methylbenzamide